Cl.O1CCOC2=C1C=CC=C2CN (2,3-dihydro-1,4-benzodioxin-5-yl)methanamine hydrochloride